P(=O)(O)(O)C(CC(=O)O)(C=CC(=O)O)C(=O)O 2-phosphonobutene-1,2,4-tricarboxylic acid